COC(=O)C1=C(NC2=CC=C(C=C12)C1CCN(CC1)C(=O)OC(C)(C)C)Br 2-bromo-5-(1-(tert-butoxycarbonyl)piperidin-4-yl)-1H-indole-3-carboxylic acid methyl ester